(4-([(4-METHOXYPHENYL)SULFANYL]METHYL)PHENYL)BORANEDIOL COC1=CC=C(C=C1)SCC1=CC=C(C=C1)B(O)O